N1(C=NC=C1)C=1C=CC(=C(C1)O)C=1N=NC(=CC1)OC1C[C@@]2(C=C[C@](C1)(N2C)C)C 5-(1H-imidazol-1-yl)-2-(6-(((1R,3r,5S)-1,5,8-trimethyl-8-azabicyclo[3.2.1]oct-6-en-3-yl)oxy)pyridazin-3-yl)phenol